Platinum(II) [bis(bipyridinyl)one] N1=C(C(CC=C1)=O)C1=NC=CC=C1.N1=C(C(CC=C1)=O)C1=NC=CC=C1.[Pt+2]